CNC(=O)C=1C=NC(=NC1)N1CC2CCC(C1)N2C(CCCC2=NNC(C1=CC=CC=C21)=O)=O N-methyl-2-(8-(4-(4-oxo-3,4-dihydrophthalazin-1-yl)butanoyl)-3,8-diazabicyclo[3.2.1]octan-3-yl)pyrimidine-5-carboxamide